2-C-octen CC=CCCCCC